(S)-(3-(difluoromethyl)-1-methyl-1H-1,2,4-triazol-5-yl)(4-(4-methoxybenzo[d]oxazol-2-yl)-6,7-dihydro-1H-imidazo[4,5-c]pyridin-5(4H)-yl)methanone FC(C1=NN(C(=N1)C(=O)N1[C@@H](C2=C(CC1)NC=N2)C=2OC1=C(N2)C(=CC=C1)OC)C)F